C12(CC3CC(CC(C1)C3)C2)C(C(=O)N2C(CC(C2)O)C(=O)NC(C)C2=CC=C(C=C2)C2=C(N=CS2)C)N2N=NC(=C2)C2CC2 1-(2-(adamantan-1-yl)-2-(4-cyclopropyl-1H-1,2,3-triazol-1-yl)acetyl)-4-hydroxy-N-(1-(4-(4-methylthiazol-5-yl)phenyl)ethyl)pyrrolidine-2-carboxamide